Tert-butyl 6-(3-(2-ethyl-2-methyl-4-(morpholinomethyl) piperidin-1-yl)-5-methyl-1H-pyrazol-1-yl)-2-azaspiro[3.3]Heptane-2-formate C(C)C1(N(CCC(C1)CN1CCOCC1)C1=NN(C(=C1)C)C1CC2(CN(C2)C(=O)OC(C)(C)C)C1)C